2-bromo-1-(3-cyano-4-isopropoxy-phenyl)ethanone BrCC(=O)C1=CC(=C(C=C1)OC(C)C)C#N